2-(1-(4-amino-3-(3-(trifluoromethoxy)phenyl)-1H-pyrazolo[3,4-d]pyrimidin-1-yl)ethyl)-3-(3-fluorophenyl)-4H-chromen-4-one tert-butyl-(5R)-2-hydroxy-5-isopropylpyrrolidine-1-carboxylate C(C)(C)(C)OC(=O)N1C(CC[C@@H]1C(C)C)O.NC1=C2C(=NC=N1)N(N=C2C2=CC(=CC=C2)OC(F)(F)F)C(C)C=2OC1=CC=CC=C1C(C2C2=CC(=CC=C2)F)=O